C1(=C(C(=CC=C1)C=O)C=O)C1=CC=C(C=C1)C1=CC=CC=C1 p-terphenyl-dialdehyde